N-methylpyridine-3-sulfonamide CNS(=O)(=O)C=1C=NC=CC1